ClC1=CC(=C(N(C)C2CCCCC2)C=C1)[N+](=O)[O-] 4-chloro-N-cyclohexyl-N-methyl-2-nitroaniline